[Si](C1=CC=CC=C1)(C1=CC=CC=C1)(C(C)(C)C)OCC1N(CC(CC1)C)C(=O)[O-] 2-(((tert-butyldiphenylsilyl)oxy)methyl)-5-methylpiperidine-1-carboxylate